2-(4-bromopyridin-2-yl)-4,6-diphenyl-1,3,5-triazine BrC1=CC(=NC=C1)C1=NC(=NC(=N1)C1=CC=CC=C1)C1=CC=CC=C1